((((S)-1-(2-chlorophenyl)-2-oxocyclohexyl)(methyl)carbamoyl)oxy)methyl acetyl-L-tyrosinate C(C)(=O)N[C@@H](CC1=CC=C(C=C1)O)C(=O)OCOC(N(C)[C@]1(C(CCCC1)=O)C1=C(C=CC=C1)Cl)=O